3-(difluoromethyl)-N7-((S)-piperidin-3-yl)-N1-((R)-tetrahydrofuran-3-yl)-2,6-naphthyridine-1,7-diamine FC(C=1N=C(C2=CC(=NC=C2C1)N[C@@H]1CNCCC1)N[C@H]1COCC1)F